2-(1H-imidazol-1-yl)-5-methylpyrido[3,2-d]pyrimidin-6(5H)-on N1(C=NC=C1)C=1N=CC2=C(N1)C=CC(N2C)=O